O1CCN(CC1)CC1=CC2=C(NC(=N2)C2=NNC=C2NC2=NC(=NC=C2)OC2=CC=CC=C2)C=C1 N-(3-(5-(Morpholinomethyl)-1H-benzo[d]imidazol-2-yl)-1H-pyrazol-4-yl)-2-phenoxypyrimidin-4-amine